COC(=O)C1CCC2(CCC3=CC=C(C=C23)OC[C@H](CCNCCCC2=CC=CC=C2)C)CC1 6'-{(2S)-2-methyl-4-[(3-phenylpropyl)amino]butoxy}-2',3'-dihydrospiro[cyclohexane-1,1'-indene]-4-carboxylic acid methyl ester